N-((1R,3r,5S,6r)-3-(6-chloro-1H-indazol-4-yl)-3-hydroxybicyclo[3.1.0]hexan-6-yl)propane-2-sulfonamide ClC1=CC(=C2C=NNC2=C1)C1(C[C@H]2C([C@H]2C1)NS(=O)(=O)C(C)C)O